8-[4-(2-{[(1S,3R)-3-aminocyclopentyl]methoxy}ethyl)piperidin-1-yl]-9-ethyl-6,6-dimethyl-11-oxo-5H,6H,11H-benzo[b]carbazole-3-carbonitrile N[C@H]1C[C@H](CC1)COCCC1CCN(CC1)C=1C(=CC2=C(C(C=3NC4=CC(=CC=C4C3C2=O)C#N)(C)C)C1)CC